N-(3-{6-azaspiro[2.5]octan-6-yl}-4-{2-[2-(4,4-difluoropiperidin-1-yl)-6-methylpyridin-4-yl]-2H-1,2,3,4-tetrazol-5-yl}phenyl)-2-hydroxyethane-1-sulfonamide C1CC12CCN(CC2)C=2C=C(C=CC2C=2N=NN(N2)C2=CC(=NC(=C2)C)N2CCC(CC2)(F)F)NS(=O)(=O)CCO